2-(((1-(2,6-Difluorophenyl)-1H-pyrazol-5-yl)amino)methylene)malonic acid diethyl ester C(C)OC(C(C(=O)OCC)=CNC1=CC=NN1C1=C(C=CC=C1F)F)=O